C(C)(C)(C)OC(=O)N1CCC=2C=C(C(=NC2C1)O)I hydroxy-3-iodo-5,8-dihydro-1,7-naphthyridine-7(6H)-carboxylic acid tert-butyl ester